4-oxo-3,4-dihydroquinazolinone O=C1NC(NC2=CC=CC=C12)=O